2,6-dichloro-4-trichloromethylaniline ClC1=C(N)C(=CC(=C1)C(Cl)(Cl)Cl)Cl